FC(N1N=CC(=C1)C=1C(=CC(=NC1)NC1=NC(=C(C#N)C=C1)C1=C(C=CC=C1OC)F)N1C[C@H]([C@@H](CC1)F)O)F 6-((5-(1-(difluoromethyl)-1H-pyrazol-4-yl)-4-((3R,4R)-4-fluoro-3-hydroxypiperidin-1-yl)pyridin-2-yl)amino)-2-(2-fluoro-6-methoxyphenyl)nicotinonitrile